BrC=1C=C(C=O)C=C(C1)Cl 3-bromo-5-chlorobenzaldehyde